ClC1=C(CC=2NC(N(N2)C)=O)C(=CC=C1)F 5-(2-chloro-6-fluorobenzyl)-2-methyl-2,4-dihydro-3H-1,2,4-triazol-3-one